5-Methylheptacosane CC(CCCC)CCCCCCCCCCCCCCCCCCCCCC